FC=1C(=NC(=NC1)NC=1C=NC(=CC1)OC)NC=1C=C2CN(CC2=CC1)C(C=C)=O 1-(5-(5-fluoro-2-(6-methoxypyridin-3-ylamino)pyrimidin-4-ylamino)isoindolin-2-yl)prop-2-en-1-one